Racemic-6-(3-((2,3-dihydro-1H-inden-1-yl)glycyl)-3,8-diazabicyclo[3.2.1]octan-8-yl)nicotinonitrile C1(CCC2=CC=CC=C12)NCC(=O)N1CC2CCC(C1)N2C2=NC=C(C#N)C=C2